N[C@H](CC(=O)O)[C@@H](C)O (3R,4R)-3-amino-4-hydroxy-pentanoic acid